iridium-tantalum [Ta].[Ir]